COC1=NC=C(C(=N1)OC)C=1C=C(C=2N(N1)C=CN2)C2(CC2)C2=CC1=C(C=N2)C=C(N1)CC(F)(F)F 6-(2,4-dimethoxypyrimidin-5-yl)-8-[(1S,2S)-[2-(2,2,2-trifluoroethyl)pyrrolo[3,2-c]pyridin-6-yl]cyclopropyl]imidazo[1,2-b]pyridazine